NCCNCC[Si](OCCC(C)N)(OC)OC N-(2-aminoethyl)-2-aminopropyl-aminoethyltrimethoxysilane